3-(3-iodophenyl)propanenitrile IC=1C=C(C=CC1)CCC#N